CN(CC(=O)O)C(C=CCC(=O)O)=O methylglutaconylglycine